2-[(1-phenyl-1H-indol-3-yl)methyl]aniline C1(=CC=CC=C1)N1C=C(C2=CC=CC=C12)CC1=C(N)C=CC=C1